tert-Butyl (1R,3s,5S)-3-(diethylamino)-8-azabicyclo[3.2.1]octane-8-carboxylate C(C)N(C1C[C@H]2CC[C@@H](C1)N2C(=O)OC(C)(C)C)CC